tert-butyl (S)-(1'-(6-mercaptopyrido[2,3-b]pyrazin-2-yl)-1,3-dihydrospiro[indene-2,4'-piperidin]-1-yl)carbamate SC=1C=CC=2C(=NC=C(N2)N2CCC3(CC2)[C@@H](C2=CC=CC=C2C3)NC(OC(C)(C)C)=O)N1